Cl.N1CCC(CC1)CC(=O)O piperidin-4-ylacetate hydrochloride